1-(2-fluoro-4-(5-(2-(2-fluoro-5-(trifluoromethoxy)phenyl)acetamido)-1,3,4-thiadiazol-2-yl)butyl)-N-((2-methoxypyridin-3-yl)methyl)-1H-1,2,3-triazole-4-carboxamide FC(CN1N=NC(=C1)C(=O)NCC=1C(=NC=CC1)OC)CCC=1SC(=NN1)NC(CC1=C(C=CC(=C1)OC(F)(F)F)F)=O